7-oxocholest-5-en-3β-yl acetate C(C)(=O)O[C@@H]1CC2=CC([C@H]3[C@@H]4CC[C@H]([C@@H](CCCC(C)C)C)[C@]4(CC[C@@H]3[C@]2(CC1)C)C)=O